2-chloro-5-methoxy-1,4-naphthoquinone ClC=1C(C2=CC=CC(=C2C(C1)=O)OC)=O